FC(C(=O)O)(F)F.ClC1=CC=C(C[C@@H]2N(C[C@@H](OC2)C=2OC(=C(N2)C)C)C2CCN(CC2)C=2NC(=NN2)N)C=C1 5-(4-((2R,5S)-5-(4-chlorobenzyl)-2-(4,5-dimethyloxazol-2-yl)morpholino)piperidin-1-yl)-4H-1,2,4-triazol-3-amine 2,2,2-trifluoroacetate